1,2-diphenyl-2-methoxyethanol C1(=CC=CC=C1)C(C(OC)C1=CC=CC=C1)O